2-Deuterio-5-[(4R,7S,8aS)-7-(2,9-diazaspiro[5.5]undecan-9-yl)-4-methyl-3,4,6,7,8,8a-hexahydro-1H-pyrrolo[1,2-a]pyrazin-2-yl]quinoline-8-carbonitrile [2H]C1=NC2=C(C=CC(=C2C=C1)N1C[C@H]2N([C@@H](C1)C)C[C@H](C2)N2CCC1(CCCNC1)CC2)C#N